ethyl 2-((1r,4r)-4-(3-(2-(difluoromethoxy)-6-methylpyridin-3-yl)-1-(2-isopropylphenyl)ureido)cyclohexyl)acetate FC(OC1=NC(=CC=C1NC(N(C1=C(C=CC=C1)C(C)C)C1CCC(CC1)CC(=O)OCC)=O)C)F